NC1=C(C=CC(=C1)OC(F)(F)F)C(=O)N1CCC(CC1)C1=C2C(=NC=C1)NC(=N2)C21CC(C2)(C1)C(F)(F)F [2-amino-4-(trifluoromethoxy)phenyl]-[4-[2-[3-(trifluoromethyl)-1-bicyclo[1.1.1]pentanyl]-3H-imidazo[4,5-b]pyridin-7-yl]-1-piperidyl]methanone